CC1=C(C=CC=C1C)C1=C(C=C2C(=N1)C(=NN2)C=2C=CC(=NC2)C2CCC(CC2)C(=O)O)OC 4-(5-(5-(2,3-dimethylphenyl)-6-methoxy-1H-pyrazolo[4,3-b]pyridin-3-yl)pyridin-2-yl)cyclohexane-1-carboxylic acid